3-(2-Chloro-6-methyl-4-pyridyl)-2-(3-cyanophenyl)pyrazolo[1,5-a]pyrimidine-5-carboxylic acid ClC1=NC(=CC(=C1)C=1C(=NN2C1N=C(C=C2)C(=O)O)C2=CC(=CC=C2)C#N)C